C(=O)(O)CCOC(C=C)=O.[Nb].OC=1C=C2C(=CNC2=CC1)CCNC(CCCC)=O N-(2-(5-hydroxy-1H-indol-3-yl)ethyl)pentanamide niobium carboxyethylacrylate